COC(=O)C=1C=C(C(=CC1Cl)F)C1=C(C(=C(C(=C1F)F)F)F)F.ClC1=CC=C(CN2CCN(C3=CC=CC=C23)C(C(C)N2CCCC2)=O)C=C1 1-(4-(4-Chlorobenzyl)-3,4-dihydroquinoxalin-1(2H)-yl)-2-(pyrrolidin-1-yl)propan-1-one methyl-4-chloro-2',3',4',5',6,6'-hexafluoro-[1,1'-biphenyl]-3-carboxylate